(R)-N-(1-(3-(difluoromethyl)-2-fluorophenyl)ethyl)-6-(furan-3-yl)cinnoline FC(C=1C(=C(C=CC1)[C@@H](C)N1NC=CC2=CC(=CC=C12)C1=COC=C1)F)F